5,7-diethoxyquinazolin-4(3H)-one C(C)OC1=C2C(NC=NC2=CC(=C1)OCC)=O